tert-butyl (2-methoxy-5-(trifluoromethyl)pyridin-3-yl)carbamate COC1=NC=C(C=C1NC(OC(C)(C)C)=O)C(F)(F)F